rac-7-(4-azaspiro[2.5]oct-7-yl)-2-(8-methoxy-2-methyl-imidazo[1,2-b]pyridazin-6-yl)pyrido[1,2-a]pyrimidin-4-one C1CC12NCC[C@H](C2)C=2C=CC=1N(C(C=C(N1)C=1C=C(C=3N(N1)C=C(N3)C)OC)=O)C2 |r|